benzyl 4-(4-hydroxycyclohexanecarbonyl)-3,3-dimethyl-piperazine-1-carboxylate OC1CCC(CC1)C(=O)N1C(CN(CC1)C(=O)OCC1=CC=CC=C1)(C)C